BrC1=CC=C(C=C1)C=1C(=NC2(N1)CCN(CC2)CCC(F)(F)F)SCC(=O)NC=2C=NC1=CC=CC=C1C2 2-((3-(4-bromophenyl)-8-(3,3,3-trifluoropropyl)-1,4,8-triazaspiro[4.5]deca-1,3-dien-2-yl)thio)-N-(quinolin-3-yl)acetamide